C(C)(C)(C)N1N=NC(=C1)C(=O)NC1CCCCC2=C1C=NC(=C2)C2=CC(=NC=C2)NC=2C=NN(C2)C (tert-butyl)-N-(3-(2-((1-methyl-1H-pyrazol-4-yl)amino)pyridin-4-yl)-6,7,8,9-tetrahydro-5H-cyclohepta[c]pyridin-9-yl)-1H-1,2,3-triazole-4-carboxamide